COC1=CC=C(CNC=2C(C(C2N(CC2=CC=C(C=C2)C2=NOC(=N2)C(F)(F)F)C)=O)=O)C=C1 3-((4-methoxybenzyl)amino)-4-(methyl(4-(5-(trifluoromethyl)-1,2,4-oxadiazol-3-yl)benzyl)amino)cyclobut-3-ene-1,2-dione